C(C)(C)(C)N1C(=C(C=C1)C1=CC=CC2=CC=CC=C12)C=1OC=CC1C1=CC=CC=C1 1-(tert-butyl)-3-(naphthalen-1-yl)-2-(3-phenylfuran-2-yl)-1H-pyrrole